2-(2-chloro-4-cyclopropylphenyl)propan-2-amine hydrochloride Cl.ClC1=C(C=CC(=C1)C1CC1)C(C)(C)N